Cl.NC/C(/CN1CCC2=CC(=CC=C12)C(=O)N(CC)CC)=C\F (E)-1-(2-(aminomethyl)-3-fluoroallyl)-N,N-diethylindoline-5-carboxamide hydrochloride